3-(2-(2,4-dichlorophenyl)-5-isopropylthiazol-4-yl)-1-(4-((1-hydroxy-2-methylpropan-2-yl)oxy)-3-methylphenyl)propan-1-ol ClC1=C(C=CC(=C1)Cl)C=1SC(=C(N1)CCC(O)C1=CC(=C(C=C1)OC(CO)(C)C)C)C(C)C